(R)-2-(4-aminobenzyl)morpholine-4-carboxylic acid tert-butyl ester C(C)(C)(C)OC(=O)N1C[C@H](OCC1)CC1=CC=C(C=C1)N